1-(2-chloro-5-fluoro-phenyl)-N'-hydroxy-cyclopropanecarboxamidine ClC1=C(C=C(C=C1)F)C1(CC1)C(=NO)N